P(OC(C(F)(F)F)C(F)(F)F)([O-])[O-] (hexafluoroisopropyl) phosphite